(S)-2,2'-bis(methoxymethoxy)-1,1'-binaphthyl COCOC1=C(C2=CC=CC=C2C=C1)C3=C(C=CC4=CC=CC=C43)OCOC